5-bromo-1,3-dichloroisoquinoline BrC1=C2C=C(N=C(C2=CC=C1)Cl)Cl